(S)-2-(7-hydroxycarbamoylheptanoylamino)-3-(4'-methylbiphenyl-4-yl)-propionic acid methyl ester COC([C@H](CC1=CC=C(C=C1)C1=CC=C(C=C1)C)NC(CCCCCCC(NO)=O)=O)=O